[Si](C)(C)(C(C)(C)C)OCC1=C(C=C(C=N1)N)Cl 6-(((tert-butyldimethylsilyl)oxy)methyl)-5-chloropyridin-3-amine